ClC1=C(C=C(C=C1)C(C(C(=O)N)F)O)F 3-(4-chloro-3-fluorophenyl)-2-fluoro-3-hydroxypropanamide